ClC1=NC=C(C(=C1)N1[C@@H](CN(CC1)CC[C@@H]1CC[C@H](CC1)NC(N(C)C)=O)C)Cl 3-(Trans-4-(2-((R)-4-(2,5-dichloropyridin-4-yl)-3-methylpiperazin-1-yl)ethyl)cyclohexyl)-1,1-dimethylurea